3-Methoxy-N-(3-[1-[(4-methyl-4H-1,2,4-triazol-3-yl)sulfanyl]ethyl]phenyl)benzamide COC=1C=C(C(=O)NC2=CC(=CC=C2)C(C)SC2=NN=CN2C)C=CC1